[9-Benzyl-4-carbamoyl-1,2,3,4-tetrahydrocarbazol-5-yl]oxyacetic acid C(C1=CC=CC=C1)N1C2=CC=CC(=C2C=2C(CCCC12)C(N)=O)OCC(=O)O